FC=1C=C(C=CC1)C=1C=C2C(=NC1)NC(N2CC=2C=NC=CC2C)=O 6-(3-fluorophenyl)-1-[(4-methyl-3-pyridyl)methyl]-3H-imidazo[4,5-b]pyridin-2-one